NC1=C(C=C(C=C1)N1CCOCC1)OC (4-amino-3-methoxyphenyl)(morpholine)